FC1CC(CC1)C(=O)N1CC2(CCCC2)C(CC1)(O)CN1C=C(C(=CC1=O)C1=CC=CC=C1)C(=O)N(C)C 1-((7-(3-Fluorocyclopentan-1-carbonyl)-10-hydroxy-7-azaspiro[4.5]decan-10-yl)methyl)-N,N-dimethyl-6-oxo-4-phenyl-1,6-dihydropyridin-3-carboxamid